C(C)(C)(C)OC(=O)C1=CC=NC2=CC=C(C=C12)N1C[C@@H](OCC1)CS(=O)(=O)C (R)-6-(2-((methylsulfonyl)methyl)morpholino)quinoline-4-carboxylic acid tert-butyl ester